C(#N)C[C@H](NC(CC1CC(C1)(F)F)=O)C1=CC=2N(N=C1)C=C(N2)[C@@H](NC(=O)C2=CC=NN2C(C)C)C2CCC(CC2)(F)F |o1:3| N-((S)-(7-((S*)-2-Cyano-1-(2-(3,3-difluorocyclobutyl)acetamido)ethyl)imidazo[1,2-b]pyridazin-2-yl)(4,4-difluorocyclohexyl)methyl)-1-isopropyl-1H-pyrazole-5-carboxamide